Cl.Cl.FC(COC1=CC(=NC=N1)CN)(F)F (6-(2,2,2-trifluoroethoxy)pyrimidin-4-yl)methanamine dihydrochloride